C(C)(C)(C)C=1C=C(C=C(C1O)C)CCC(=O)OCC(OC1OCC2(CO1)COC(OC2)OC(COC(CCC2=CC(=C(C(=C2)C)O)C(C)(C)C)=O)(C)C)(C)C 3,9-bis[2-[3-(3-tert-butyl-4-hydroxy-5-methylphenyl)propionyloxy]-1,1-dimethylethoxy]-2,4,8,10-tetraoxaspiro[5.5]undecane